BrC1=CC(=C(C=C1)N=S1(CCC1)=O)F ((4-bromo-2-fluorophenyl)imino)-1λ6-thietane-1-oxide